(7-amino-3-chloro-4-methyl-8-oxo-5,6,7,8-tetrahydronaphthalen-1-yl)acetamide NC1CCC=2C(=C(C=C(C2C1=O)CC(=O)N)Cl)C